FC1(CCN(CC1)C12CC(C1)(C2)N2C(=NC(=C2)I)C(C(C)C)O)F 1-(1-(3-(4,4-difluoropiperidin-1-yl)bicyclo[1.1.1]pentan-1-yl)-4-iodo-1H-imidazol-2-yl)-2-methylpropan-1-ol